C(C)(=O)NC1C[C@H]2CC(C[C@H]2C1)C(=O)NC1=NC=C(C(=C1)C=1C=C(N2CC(CC12)(C)C)C#N)F (2r,3aR,5s,6aS)-5-acetylamino-N-(4-(5-cyano-2,2-dimethyl-2,3-dihydro-1H-pyrrolizin-7-yl)-5-fluoropyridin-2-yl)octahydropentalene-2-carboxamide